N,N-dimethylcyclohexylammonium tetrakis(pentafluorophenyl)borate tert-Butyl-(3-(4-bromo-1H-pyrazol-1-yl)propyl)carbamate C(C)(C)(C)N(C([O-])=O)CCCN1N=CC(=C1)Br.FC1=C(C(=C(C(=C1[B-](C1=C(C(=C(C(=C1F)F)F)F)F)(C1=C(C(=C(C(=C1F)F)F)F)F)C1=C(C(=C(C(=C1F)F)F)F)F)F)F)F)F.C[NH+](C)C1CCCCC1.C[NH+](C)C1CCCCC1